FC1=CC=C(C=C1)C(\C=C\C=1SC=CC1)=O (E)-1-(4-fluorophenyl)-3-(thiophen-2-yl)prop-2-en-1-one